7-((tert-butyldimethylsilyl)oxy)hept-1-en-5-yn-4-ol [Si](C)(C)(C(C)(C)C)OCC#CC(CC=C)O